3,5-bis(4-cyanobenzylidene)-N-(4-acetamidobenzenesulfonyl)-4-piperidone C(#N)C1=CC=C(C=C2CN(CC(C2=O)=CC2=CC=C(C=C2)C#N)S(=O)(=O)C2=CC=C(C=C2)NC(C)=O)C=C1